3-(6-chloro-4-ethyl-1H-imidazo[4,5-c]pyridin-2-yl)-5-{2-[(2H3)methyloxy]phenyl}-1,6-naphthyridin-2(1H)-one ClC1=CC2=C(C(=N1)CC)N=C(N2)C=2C(NC1=CC=NC(=C1C2)C2=C(C=CC=C2)OC([2H])([2H])[2H])=O